16-chloro-5-fluoro-8-oxa-1,13,19-triazatetracyclo[11.6.1.02,7.017,20]icosa-2(7),3,5,15,17(20),18-hexaen-14-one ClC1=CC(N2CCCCOC=3C=C(C=CC3N3N=CC1=C32)F)=O